13-chloro-4,19,21-trifluoro-14-hydroxy-6-methyl-16,16-dioxo-9-oxa-16λ6-thia-17-azatetracyclo[16.3.1.111,15.02,7]tricosa-1(21),2(7),3,5,11(23),12,14,18(22),19-nonaen-10-one ClC1=CC=2C(OCC=3C(=CC(=CC3C3=C(C=C(C(NS(C(=C1O)C2)(=O)=O)=C3)F)F)F)C)=O